4-(benzo[b]thiophen-4-yl)-1-(benzoyloxymethyl)-1-(4-(2-oxo-1,2-dihydroquinolin-7-yloxy)butyl)piperazin-1-ium chloride [Cl-].S1C2=C(C=C1)C(=CC=C2)N2CC[N+](CC2)(CCCCOC2=CC=C1C=CC(NC1=C2)=O)COC(C2=CC=CC=C2)=O